NC1=C(C=C(C=N1)C=1C=C2N(N1)CCC21CN(C1)C(=O)N[C@@H](C)C=1C=NC=CC1)C(F)(F)F 2'-[6-amino-5-(trifluoromethyl)pyridin-3-yl]-N-[(1S)-1-(pyridin-3-yl)ethyl]-5',6'-dihydrospiro[azetidine-3,4'-pyrrolo[1,2-b]pyrazole]-1-carboxamide